C1(CC1)C=1C(=C(C=CC1)SC=1N=CC(=NC1)N1CCC2([C@@H](C=3N(N=CC3)C2)N)CC1)F (S)-1-(5-((3-cyclopropyl-2-fluorophenyl)thio)pyrazin-2-yl)-4'H,6'H-spiro[piperidine-4,5'-pyrrolo[1,2-b]pyrazol]-4'-amine